5-({4-[(6-bromopyridin-2-yl)methyl]-2-thienyl}carbonyl)pyrimidin BrC1=CC=CC(=N1)CC=1C=C(SC1)C(=O)C=1C=NC=NC1